methyl 3-(2-(1-(tert-butoxycarbonyl) piperidin-4-yloxy)-5-chloro-3-methylphenyl)-2-methyl-2H-thieno[3,2-c]pyrazole-5-carboxylate C(C)(C)(C)OC(=O)N1CCC(CC1)OC1=C(C=C(C=C1C)Cl)C1=C2C(=NN1C)C=C(S2)C(=O)OC